CS(=O)(=O)N[C@@H]1[C@@H](N(CC1)C(=O)OCC)CO[C@@H]1CC[C@@H](CC1)C1=CC=CC=C1 ethyl (CIS)-3-(methylsulfonamido)-2-((((CIS)-4-phenylcyclohexyl)oxy)methyl)pyrrolidine-1-carboxylate